C(C1=CC=CC=C1)(=O)CCCCC(=O)O 5-benzoylvaleric acid